COC(=O)C1=NN(C2=C1CCC=1C=NC(=NC21)OC)CCOC(C)=O 1-(2-acetoxyethyl)-8-methoxy-4,5-dihydro-1H-pyrazolo[4,3-H]quinazoline-3-carboxylic acid methyl ester